C(N1C(=CC(=C1)C1=CC=CC=C1)C=O)([2H])([2H])[2H] 1-(methyl-d3)-4-phenyl-1H-pyrrole-2-carbaldehyde